2-(3-(2-Ethoxy-2-oxoethyl)phenyl)-4-((1-((2-ethoxy-2-oxoethyl)sulfonyl)-2-methylpropan-2-yl)oxy)-2-methylbutanoic acid C(C)OC(CC=1C=C(C=CC1)C(C(=O)O)(CCOC(CS(=O)(=O)CC(=O)OCC)(C)C)C)=O